Triethyl (6-chloro-1,2,3,4-tetrahydronaphthalen-1-yl)methanetricarboxylate ClC=1C=C2CCCC(C2=CC1)C(C(=O)OCC)(C(=O)OCC)C(=O)OCC